N=1N(N=CC1)C1CC(C1)C(=O)OC methyl 3-(2H-1,2,3-triazol-2-yl)cyclobutane-1-carboxylate